[NH2+]1C=NC2=C1CC1=CC=CC=C1C2 4,9-dihydro-1H-naphtho[2,3-d]imidazolium